di(3-aminopropoxy)ethane C(CN)COCCOCCCN